FC=1C(=C2C(C(NC2=CC1)=O)=O)C(F)(F)F 5-fluoro-4-trifluoromethylindole-2,3-dione